CC1=NC(=NO1)COC1=NC=CC(=C1)C1=NOC(=N1)C(F)(F)F 2-[(5-methyl-1,2,4-oxadiazol-3-yl)methoxy]-4-[5-(trifluoromethyl)-1,2,4-oxadiazol-3-yl]pyridine